BrC=1C=C(C(=NC1)[Sn](CCCC)(CCCC)CCCC)SCC 5-bromo-3-(ethylthio)-2-(tributylstannyl)pyridine